ClC1=CC(=CC(=N1)N1C(C2=CC(=CC=C2C1)C1(COC1)CC1=NN=CN1C)=O)CN1C[C@H](C[C@H](C1)C)C 2-(6-Chloro-4-(((3S,5R)-3,5-dimethylpiperidin-1-yl)methyl)pyridin-2-yl)-6-(3-((4-methyl-4H-1,2,4-triazol-3-yl)methyl)oxetan-3-yl)isoindolin-1-one